CC1=CC=CC(=N1)C1=C(C=NN1)C=1C=C2C(=CC=NC2=CC1)C(=O)O 6-[5-(6-methyl-2-pyridyl)-1H-pyrazol-4-yl]quinoline-4-carboxylic acid